(R)-4-amino-7-fluoro-3-methyl-1,3-dihydrofuro[3,4-c]quinoline-8-carboxylic acid NC1=NC=2C=C(C(=CC2C2=C1[C@H](OC2)C)C(=O)O)F